BrC1=CC(=NN1)C(=O)NC1=CC(=CC(=C1)S(=O)(=O)C)F 5-bromo-N-(3-fluoro-5-(methylsulfonyl)phenyl)-1H-pyrazole-3-carboxamide